methyl 2,2,4-trimethyl-hexanoate CC(C(=O)OC)(CC(CC)C)C